C(#N)C1=C(C=C(C=C1)N1C(OC(C1)COC1=CC=C(C(=O)NC)C=C1)C(F)(F)F)C(F)(F)F 4-((3-(4-Cyano-3-(trifluoromethyl)phenyl)-2-(trifluoromethyl)oxazolidin-5-yl)methoxy)-N-methylbenzamid